CC=1C(OC2=CC=C(C(=C2C1)O)C(=O)O)(C)C.OC1=C2C=CC(OC2=CC=C1C(=O)OC)(C)C methyl 5-hydroxy-2,2-dimethyl-2H-chromen-6-carboxylate (methyl 5-hydroxy-2,2-dimethyl-2H-chromen-6-carboxylate)